tert-butyl (2-(4,4-difluoro-6,6-bis(methyl-d3)cyclohex-1-en-1-yl)-4-(2,5-difluorophenyl)pyridin-3-yl)carbamate FC1(CC=C(C(C1)(C([2H])([2H])[2H])C([2H])([2H])[2H])C1=NC=CC(=C1NC(OC(C)(C)C)=O)C1=C(C=CC(=C1)F)F)F